(1R,3S)-3-(3-{[(5-methyl-1,3-oxazol-2-yl)acetyl]amino}-1H-pyrazol-5-yl)cyclopentyl(3,3,3-trifluoropropyl)carbamate CC1=CN=C(O1)CC(=O)NC1=NNC(=C1)[C@@H]1C[C@@H](CC1)N(C([O-])=O)CCC(F)(F)F